3-carboxy-5-nitrophenyl-boric acid C(=O)(O)C=1C=C(C=C(C1)[N+](=O)[O-])OB(O)O